1,1-Bis(3,4-di-methylphenyl)ethan CC=1C=C(C=CC1C)C(C)C1=CC(=C(C=C1)C)C